tert-butyl ((1S)-1-(3-(3-methylpiperidin-1-yl)-1,2,4-oxadiazol-5-yl)ethyl)carbamate CC1CN(CCC1)C1=NOC(=N1)[C@H](C)NC(OC(C)(C)C)=O